4-[3-(2,6-difluoro-3,5-dimethoxyphenyl)-2,8-dioxo-2,3,4,7,8,9-hexahydro-1H-pyrrolo[3',2':5,6]pyrido[4,3-d]pyrimidin-1-yl]-3-fluorobenzonitrile FC1=C(C(=C(C=C1OC)OC)F)N1C(N(C2=C(C1)C=NC1=C2CC(N1)=O)C1=C(C=C(C#N)C=C1)F)=O